C(C)(=O)NC1=CC=C(C=C1)C=1SC=C2C1CN(C2=O)C(C(=O)NC(C(=O)OC)=C)=C methyl 2-(2-(1-(4-acetamidophenyl)-4-oxo-4H-thieno[3,4-c]pyrrol-5(6H)-yl)acrylamido)acrylate